CS(=O)(=O)C[C@@H]1CN(CC1)C(=O)OC(C)(C)C tert-butyl (S)-3-((methylsulfonyl)methyl)pyrrolidine-1-carboxylate